(1R,3R,5S)-8-[5-(6-methylpyrimidin-4-yl)-1H-pyrazole-3-carbonyl]-N-[(1r,4r)-4-hydroxy-4-(trifluoromethyl)cyclohexyl]-8-azabicyclo[3.2.1]octane-3-carboxamide CC1=CC(=NC=N1)C1=CC(=NN1)C(=O)N1[C@H]2CC(C[C@@H]1CC2)C(=O)NC2CCC(CC2)(C(F)(F)F)O